FC1=C(C=C(C=C1)C1(CC1)NCC(C)(C)NC(OC(C)(C)C)=O)C(F)(F)F tert-butyl (1-((1-(4-fluoro-3-(trifluoromethyl)phenyl)cyclopropyl)amino)-2-methylpropan-2-yl)carbamate